hexyl ((4-(tert-butyl)phenoxy)(perfluorophenoxy)phosphoryl)-L-alaninate C(C)(C)(C)C1=CC=C(OP(=O)(OC2=C(C(=C(C(=C2F)F)F)F)F)N[C@@H](C)C(=O)OCCCCCC)C=C1